CC(CC(C(C)O)O)C 5-methylhexane-2,3-diol